C(C)(=O)O[C@H]1[C@H](O[C@H]([C@@H]([C@H]1OC(C)=O)OC(C)=O)Br)COC(C)=O (2R,3S,4S,5R,6S)-2-(Acetoxymethyl)-6-bromotetrahydro-2H-pyran-3,4,5-trisyl triacetate